(S)-4-fluoro-N-(1-(4-(N-(2-methyl-1-morpholinopropan-2-yl)sulfamoyl)phenylamino)-1-oxo-3-phenylpropan-2-yl)benzamide FC1=CC=C(C(=O)N[C@H](C(=O)NC2=CC=C(C=C2)S(NC(CN2CCOCC2)(C)C)(=O)=O)CC2=CC=CC=C2)C=C1